BrC=1C=C2N(N=CC=C2N2CC3CCC(C2)N3C(=O)[C@H]3[C@@H](C3)F)C1 (3-(6-bromopyrrolo[1,2-b]pyridazin-4-yl)-3,8-diazabicyclo[3.2.1]octan-8-yl)((1S,2R)-2-fluorocyclopropyl)methanone